1-((10-hydroxy-7-(2-hydroxy-3-phenylpropionyl)-7-azaspiro[4.5]decan-10-yl)methyl)-N,N-dimethyl-6-oxo-4-phenyl-1,6-dihydropyridine-3-carboxamide OC1(CCN(CC12CCCC2)C(C(CC2=CC=CC=C2)O)=O)CN2C=C(C(=CC2=O)C2=CC=CC=C2)C(=O)N(C)C